(1s,3s)-3-((3-cyclopropyl-6-(1-methyl-1H-pyrazol-4-yl)pyrazolo[1,5-a]pyrazin-4-yl)oxy)-N,3-dimethylcyclobutan-1-amine C1(CC1)C=1C=NN2C1C(=NC(=C2)C=2C=NN(C2)C)OC2(CC(C2)NC)C